N1=CC=C(C=C1)CN1N=C(C=C1)C1OC2=C(O1)C=CC(=C2)C(=O)N (1-(pyridin-4-ylmethyl)-1H-pyrazol-3-yl)benzo[d][1,3]dioxole-5-carboxamide